carbon compound with fluorine [F].[C]